2-chloro-4-(difluoromethyl)-6-[(3S)-3-(dimethylamino)pyrrolidin-1-yl]pyridine-3-carbonitrile ClC1=NC(=CC(=C1C#N)C(F)F)N1C[C@H](CC1)N(C)C